3-amino-N-(4-fluoro-3-(trifluoromethyl)phenyl)benzo[b]thiophene-2-carboxamide NC=1C2=C(SC1C(=O)NC1=CC(=C(C=C1)F)C(F)(F)F)C=CC=C2